3-(imidazo[1,2-b]pyridazin-3-ylethynyl)-4-methyl-N-(4-(((2-(4-(pyrimidin-4-yl)piperazin-1-yl)ethyl)amino)methyl)-3-(trifluoromethyl)phenyl)benzamide N=1C=C(N2N=CC=CC21)C#CC=2C=C(C(=O)NC1=CC(=C(C=C1)CNCCN1CCN(CC1)C1=NC=NC=C1)C(F)(F)F)C=CC2C